[Si](C)(C)(C(C)(C)C)OCC(CC=1C2(C3=CC=CC=C3C1)CCC(CC2)(C(=O)OC)NC2=CC(=CC=C2)Cl)C=O methyl (1r,4r)-2'-[2-({[tert-butyl(dimethyl)silyl]oxy}methyl)-3-oxopropyl]-4-(3-chloroanilino)spiro[cyclohexane-1,1'-indene]-4-carboxylate